ClC1=CC=C2C(=N1)N(C=C2C=2C(=NC=CC2)N(C)C)COCC[Si](C)(C)C 3-(6-chloro-1-((2-(trimethylsilyl)ethoxy)methyl)-1H-pyrrolo[2,3-b]pyridin-3-yl)-N,N-dimethylpyridin-2-amine